NC=1N=C2N(C=C(C=C2)C2=CNC3=CC=CC=C23)C1C(=O)[C@H]1[C@H](C1)F (2-amino-6-(1H-indol-3-yl)imidazo[1,2-a]pyridin-3-yl)((1S,2S)-2-fluorocyclopropyl)methanone